C(=O)O.S1C=C(C2=C1CCCC21CNC1)C#N 6',7'-dihydro-5'H-spiro[azetidine-3,4'-[1]benzothiophene]-3'-carbonitrile formate